5-(methoxycarbonyl)-1H-pyrazole-3-carboxylic acid COC(=O)C1=CC(=NN1)C(=O)O